(E)-4-methoxy-3-(2-nitrovinyl)-1-((2-(trimethylsilyl)ethoxy)methyl)-1H-indazole COC1=C2C(=NN(C2=CC=C1)COCC[Si](C)(C)C)\C=C\[N+](=O)[O-]